2-(8-(3,5-Dichlorophenyl)-2-(ethylsulfonyl)indolizin-3-yl)-3-methyl-6-(trifluoromethyl)-3H-imidazo[4,5-b]pyridine ClC=1C=C(C=C(C1)Cl)C1=CC=CN2C(=C(C=C12)S(=O)(=O)CC)C1=NC=2C(=NC=C(C2)C(F)(F)F)N1C